C(C1=CC=CC=C1)(=O)ON=C(C(=O)C1=CC=C(C=C1)SC1=CC=CC=C1)CCCCCC N-benzoyloxy-1-(4-phenylsulfanyl-phenyl)octan-1-one-2-imine